O[C@H]1C[C@H]2[C@@H]3CCC([C@@]3(C)CC[C@@H]2[C@]2(CCCCC12)C)=O 6alpha-hydroxyandrostane-17-one